ClC1=NC(NC(N1CC1=CC=C(C=C1)Cl)=O)=O 6-chloro-1-(4-chlorobenzyl)-1,3,5-triazine-2,4(1H,3H)-dione